4-azido-salicylamide N(=[N+]=[N-])C=1C=C(C(C(=O)N)=CC1)O